Ethyl S-(2-(4-methylcyclohex-3-en-1-yl)propan-2-yl)cysteinate CC1=CCC(CC1)C(C)(C)SC[C@H](N)C(=O)OCC